N-[4-Bromo-5-methyl-2-(trifluoromethoxy)phenyl]formamide BrC1=CC(=C(C=C1C)NC=O)OC(F)(F)F